C(C)OC(CCN(C(C)C)SN(C)C(=O)OC1=CC=CC=2CC(OC21)(C)C)=O.FC(C=2C=C(C(=O)NC=1C=CC=C3C=CC=NC13)C=CC2)(F)F 8-(3-trifluoromethylbenzoyl)aminoquinoline ethyl-N-[2,3-dihydro-2,2-dimethylbenzofuran-7-yloxycarbonyl-(methyl)aminothio]-N-isopropyl-β-alaninate